ClC1=NC(=CC(=C1)C=1C(=NN2C1N=C(C=C2)CN2CCOCC2)C=2C=C(C#N)C=CC2)C 3-[3-(2-chloro-6-methyl-4-pyridinyl)-5-(morpholinomethyl)pyrazolo[1,5-a]pyrimidin-2-yl]benzonitrile